C(C1=CC=CC=C1)OC=1C=C(C(=C(C1)B1OC(C(O1)(C)C)(C)C)C(F)(F)F)Cl 2-[5-(benzyloxy)-3-chloro-2-(trifluoromethyl)phenyl]-4,4,5,5-tetramethyl-1,3,2-dioxaborolane